2-[3-(5-chloro-2-methoxypyridine-3-sulfonamido)-2,6-difluorophenyl]-N-methylimidazo[4,3-b][1,3]thiazole-7-carboxamide ClC=1C=C(C(=NC1)OC)S(=O)(=O)NC=1C(=C(C(=CC1)F)C1=CN2C(S1)=C(N=C2)C(=O)NC)F